4-((1S,4S)-2,5-diazabicyclo[2.2.1]heptan-2-yl)phenol hydrochloride Cl.[C@@H]12N(C[C@@H](NC1)C2)C2=CC=C(C=C2)O